ClC=1C(=CC=C2N=CC(=NC12)C=1C=NN(C1)C1CN(C1)C(=O)OC(C)(C)C)OC=1C=CC2=C(N(C(=N2)C)COCC[Si](C)(C)C)C1 tert-Butyl 3-(4-(8-chloro-7-((2-methyl-1-((2-(trimethylsilyl)ethoxy)methyl)-1H-benzo[d]imidazol-6-yl)oxy)quinoxalin-2-yl)-1H-pyrazol-1-yl)azetidine-1-carboxylate